dimethyl-5-sulfonatoindolin CC1N(C2=CC=C(C=C2C1)S(=O)(=O)[O-])C